BrC=1C=CC2=C(NC(=N2)C=2C(NC3=CC=CC=C3C2N[C@@H](C)C2=NC=CC=C2)=O)C1 (S)-3-(6-bromo-1H-benzo[d]imidazol-2-yl)-4-((1-(pyridin-2-yl)ethyl)amino)quinolin-2(1H)-one